(14S)-17-(1-Acetylpiperidin-4-yl)-8-tert-butyl-12,12-dimethyl-2λ6-thia-3,9,11,18,23-pentaazatetracyclo[17.3.1.111,14.05,10]tetracosa-1(23),5(10),6,8,19,21-hexaene-2,2,4-trione C(C)(=O)N1CCC(CC1)C1CC[C@H]2CC(N(C=3N=C(C=CC3C(NS(C=3C=CC=C(N1)N3)(=O)=O)=O)C(C)(C)C)C2)(C)C